NC=1N=C(SC1C(=O)C1=CC=C(OC(C(=O)OCC)(C)C)C=C1)NC1=CC=C(C=C1)F rac-Ethyl 2-[4-[4-amino-2-(4-fluoroanilino)thiazole-5-carbonyl]phenoxy]-2-methyl-propanoate